2,2-difluoroethane-1-ol FC(CO)F